CC1=C(C(NC(=C1)C)=O)CNC(C1=C(C(=CC(=C1)O[C@@H]1C[C@H](C1)N1C[C@@H](O[C@@H](C1)C)C)NC1COCC1)C)=O N-((4,6-dimethyl-2-oxo-1,2-dihydropyridin-3-yl)methyl)-5-(trans-3-(cis-2,6-dimethylmorpholino)cyclobutoxy)-2-methyl-3-((tetrahydrofuran-3-yl)amino)benzamide